C(C)(C)(C)C1=NC2=CC=C(N=C2CC1)C1(CCC1)C1=NC=2C(=NC=C(C2)C(F)(F)F)N1 tert-butyl-6-(1-(6-(trifluoromethyl)-3H-imidazo[4,5-b]pyridin-2-yl)cyclobutyl)-3,4-dihydro-1,5-naphthyridine